ClC=1C(N(C(=CC1OCC1=NC=C(C=C1F)F)C1CC1)C1=CC(=NC=C1C)C1=NC(=NC=C1)C(C)(C)O)=O 3-chloro-6-cyclopropyl-4-((3,5-difluoropyridin-2-yl)methoxy)-2'-(2-(2-Hydroxypropan-2-yl)pyrimidin-4-yl)-5'-methyl-2H-[1,4'-bipyridyl]-2-one